1-(5-tert-Butyl-2-isopropyl-2H-pyrazol-3-yl)-3-[5-(2-pyridin-4-yl-ethyl)-thiazol-2-yl]-urea C(C)(C)(C)C=1C=C(N(N1)C(C)C)NC(=O)NC=1SC(=CN1)CCC1=CC=NC=C1